FC1=C(C(=CC=C1)OC)C=1C=C2C(=CN1)NN=C2C2=NC(=CC=C2)C2CCN(CC2)C 5-(2-Fluoro-6-methoxyphenyl)-3-(6-(1-methylpiperidin-4-yl)pyridin-2-yl)-1H-pyrazolo[3,4-c]pyridine